1-[6-[6-fluoro-5-[(5-fluoro-6-methyl-3-pyridinyl)amino]benzimidazol-1-yl]-3-(1-hydroxyethyl)-2-pyridinyl]-5-methyl-pyrazole-3-carbonitrile FC=1C(=CC2=C(N(C=N2)C2=CC=C(C(=N2)N2N=C(C=C2C)C#N)C(C)O)C1)NC=1C=NC(=C(C1)F)C